(Z)-3-((1H-pyrrol-2-yl)methylene)-5-((3,5-difluorobenzyl)amino)indolin-2-one N1C(=CC=C1)\C=C\1/C(NC2=CC=C(C=C12)NCC1=CC(=CC(=C1)F)F)=O